C([C@@H](O)C)(=O)O (+)-(S)-lactic acid